(R)-phenyl glycidyl ether C([C@H]1CO1)OC1=CC=CC=C1